N-{[4-(quinoline-6-sulfonyl)phenyl]methyl}thieno[2,3-c]pyridine-2-carboxamide N1=CC=CC2=CC(=CC=C12)S(=O)(=O)C1=CC=C(C=C1)CNC(=O)C1=CC=2C(=CN=CC2)S1